OC1=C(C=CC=C1)C1=CC2=C([C@@H](CCO2)CNC=2C=NC=CC2C(=O)O)C=C1 3-({[(4R)-7-(2-hydroxyphenyl)-3,4-dihydro-2H-1-benzopyran-4-yl]methyl}amino)pyridine-4-carboxylic acid